dioxole acrylate C(C=C)(=O)O.O1COC=C1